O[C@]12[C@@H](C=C3[C@@H]4CC[C@H]([C@@H](CCCC(C)C)C)[C@]4(CC[C@@H]3[C@]2(CC[C@@H](C1)O)C)C)N(CCCN)CCCCN 5α-hydroxy-6β-[(4-aminobutyl)(3-aminopropyl)amino]cholest-7-en-3β-ol